(S)-2-(1-Cyclopropylethyl)-7-((dimethyl(oxo)-λ6-sulfanylidene)amino)-5-(2-(5-methyl-1H-imidazol-2-yl)pyridin-4-yl)isoindolin-1-one C1(CC1)[C@H](C)N1C(C2=C(C=C(C=C2C1)C1=CC(=NC=C1)C=1NC(=CN1)C)N=S(=O)(C)C)=O